C1([C@@H](O)[C@@H](O)[C@H](O)[C@H](O1)CO)C(C(=O)O)(O)C mannosyl-lactic acid